2-((4-(6-((4-chloro-2-fluorobenzyl)oxy)pyridin-2-yl)piperidin-1-yl)(cyclopropyl)methyl)-1-(((S)-oxetan-2-yl)methyl)-1H-benzimidazole-6-carboxylic acid methyl ester COC(=O)C=1C=CC2=C(N(C(=N2)C(C2CC2)N2CCC(CC2)C2=NC(=CC=C2)OCC2=C(C=C(C=C2)Cl)F)C[C@H]2OCC2)C1